BrC=1C=C(C(=NC1)C1(NC(OC1)=O)C)OCOC 4-[5-bromo-3-(methoxymethoxy)pyridin-2-yl]-4-methyl-1,3-oxazolidin-2-one